ClC1=C(COC2=CC=C(C3=C2OCO3)CNC(C(=O)N)C)C=CC=C1 2-{[7-(2-chlorobenzyloxy)benzo[d][1,3]Dioxol-4-yl]Methylamino}propionamide